(R)-(3-chloro-4-fluorophenyl)(3-(5-cyclopropyl-1,2,4-oxadiazol-3-yl)-8-methyl-5,6-dihydro-[1,2,4]triazolo[4,3-a]pyrazin-7(8H)-yl)methanone ClC=1C=C(C=CC1F)C(=O)N1[C@@H](C=2N(CC1)C(=NN2)C2=NOC(=N2)C2CC2)C